C(C)(C)OC1=C(C=CC=C1)C1=CC(=CC=C1)C(F)(F)F isopropoxy-3'-(trifluoromethyl)-[1,1'-biphenyl]